BrC1=C(C2=COC=C2C=C1)C 5-bromo-4-methylisobenzofuran